(3,3-dimethylmorpholin-4-yl)-[6-methoxy-7-(1-methylpyrazol-3-yl)-1-(3-thienyl)-4H-indeno[1,2-c]pyrazol-3-yl]methanone CC1(N(CCOC1)C(=O)C=1C2=C(N(N1)C1=CSC=C1)C1=CC(=C(C=C1C2)OC)C2=NN(C=C2)C)C